2-((6-(4-((((R)-1-(2-chlorophenyl)ethoxy)carbonyl)amino)-3-methylisothiazol-5-yl)-2-methylpyridin-3-yl)carbamoyl)cyclohexane-1-carboxylic acid ClC1=C(C=CC=C1)[C@@H](C)OC(=O)NC=1C(=NSC1C1=CC=C(C(=N1)C)NC(=O)C1C(CCCC1)C(=O)O)C